NC1CCN(CC1)CCCN1CCN(CC1)CC1=CC2=C(N(C(N2C)=O)C2C(NC(CC2)=O)=O)C=C1 3-[5-[[4-[3-(4-Amino-1-piperidyl)propyl]piperazin-1-yl]methyl]-3-methyl-2-oxo-benzimidazol-1-yl]piperidine-2,6-dione